N-cyclooctyl-4-fluoro-1H-pyrrolo[2,3-b]pyridine-2-carboxamide C1(CCCCCCC1)NC(=O)C1=CC=2C(=NC=CC2F)N1